2-methyl-6-propyl-1,4-phenyleneoxide CC1=C2C(=CC(=C1)O2)CCC